2-(3-phenyl-2-propynyl)oxirane C1(=CC=CC=C1)C#CCC1OC1